COC1(CCOCC1)CN (4-Methoxytetrahydro-2H-pyran-4-yl)methylamine